3-bromoquinolin-8-amine BrC=1C=NC2=C(C=CC=C2C1)N